N-allyl-1-(p-fluorophenyl)ethane-1-imine C(C=C)N=C(C)C1=CC=C(C=C1)F